methyl 5-(difluoromethyl)-3-morpholinopyridinecarboxylate FC(C=1C=C(C(=NC1)C(=O)OC)N1CCOCC1)F